3-[[bis(tert-butoxycarbonyl)amino]methyl]cyclobutanecarboxylic acid C(C)(C)(C)OC(=O)N(C(=O)OC(C)(C)C)CC1CC(C1)C(=O)O